ClC1=C(C(=C2C=NN(C2=C1)C1OCCCC1)B(O)O)C1CC1 (6-chloro-5-cyclopropyl-1-(tetrahydro-2H-pyran-2-yl)-1H-indazol-4-yl)boronic Acid